OCC(C(=O)N)CO 3-hydroxy-2-(hydroxymethyl)propanamide